[4-{4-(trifluoromethyl)phenoxy}quinolin-2-yl]methylamine FC(C1=CC=C(OC2=CC(=NC3=CC=CC=C23)CN)C=C1)(F)F